C12C=CC(CC1)O2 7-oxabicyclo[2.2.1]Hept-2-ene